3-((3-exo)-3-((6-methyl-3-((5-methyl-1H-pyrazol-3-yl)amino)-5-carbonyl-5,6-dihydro-2,6-naphthyridin-1-yl)amino)-8-azabicyclo[3.2.1]octane-8-yl)propionitrile CN1C(C=2C=C(N=C(C2C=C1)NC1CC2CCC(C1)N2CCC#N)NC2=NNC(=C2)C)=C=O